(R)-1-(1-Methyl-3-(3-methyl-2,6-dioxopiperidin-3-yl)-1H-indazol-6-yl)piperidine-4-carboxylic acid hydrochloride Cl.CN1N=C(C2=CC=C(C=C12)N1CCC(CC1)C(=O)O)[C@@]1(C(NC(CC1)=O)=O)C